CN1N=CC2=CC=C(C=C12)C=1C2=C(NN1)C1=C(C2)SC(=C1)C=1C=C(SC1)C(=O)N1CCOCC1 (4-(3-(1-Methyl-1H-indazol-6-yl)-1,4-dihydrothieno[2',3':4,5]cyclopenta[1,2-c]pyrazol-6-yl)thiophen-2-yl)(N-morpholinyl)methanone